7-((2S,5R)-4-(1-(4-chlorophenyl)-3-methylbutyl)-2,5-dimethylpiperazin-1-yl)-4-methyl-3-(((R)-tetrahydrofuran-2-yl)methyl)-3,4-dihydro-5H-[1,2,3]triazolo[4,5-d]pyrimidin-5-one ClC1=CC=C(C=C1)C(CC(C)C)N1C[C@@H](N(C[C@H]1C)C=1C2=C(N(C(N1)=O)C)N(N=N2)C[C@@H]2OCCC2)C